1-{4-[7-(2-amino-7-fluoro-1,3-benzothiazol-4-yl)-6-chloro-8-fluoroquinazolin-4-yl]piperazin-1-yl}prop-2-en-1-one hemimalonate C(CC(=O)O)(=O)O.NC=1SC2=C(N1)C(=CC=C2F)C2=C(C=C1C(=NC=NC1=C2F)N2CCN(CC2)C(C=C)=O)Cl.NC=2SC1=C(N2)C(=CC=C1F)C1=C(C=C2C(=NC=NC2=C1F)N1CCN(CC1)C(C=C)=O)Cl